BrC=1C=CC2=C(CN=C(C(=N2)C2=CC=CC=C2)C2=CC=CC=C2)C1 7-bromo-2,3-diphenyl-5H-1,4-benzodiazepine